ClC=1C=C2C(=CC1)NC(C21CCN(CC1)CCOC1=CC=C(C(=O)N)C=C1)=O 4-(2-{5-chloro-2-oxo-1,2-dihydrospiro[indole-3,4'-piperidin]-1'-yl}ethoxy)benzamide